1-(1-fluorobut-3-enyl)-4-(trifluoromethyl)benzene (1S,3R)-3-(3-{[(4-methoxyphenyl)acetyl]amino}-1H-pyrazol-5-yl)cyclopentyl-(trans-4-hydroxy-4-methylcyclohexyl)carbamate COC1=CC=C(C=C1)CC(=O)NC1=NNC(=C1)[C@H]1C[C@H](CC1)N(C(O)=O)C1CCC(CC1)(C)O.FC(CC=C)C1=CC=C(C=C1)C(F)(F)F